3-((7-(3-(4-ethylpiperazine-1-carbonyl)-4-methyl-6-(trifluoromethyl)pyridin-2-yl)thieno[3,2-b]pyridin-2-yl)methyl)-6,6-dimethyl-3-azabicyclo[3.1.0]hexane-2,4-dione C(C)N1CCN(CC1)C(=O)C=1C(=NC(=CC1C)C(F)(F)F)C1=C2C(=NC=C1)C=C(S2)CN2C(C1C(C1C2=O)(C)C)=O